C(C1=CC=CC=C1)OC(=O)N1CC(N(CC1)C=1C=NC(=CC1)N(C(=O)OC(C)(C)C)C(=O)OC(C)(C)C)=O 4-[6-[di(tert-butoxycarbonyl)amino]-3-pyridinyl]-3-oxo-piperazine-1-carboxylic acid benzyl ester